3-(5-(((1S,2S)-2-(ethyl(((1S,3R)-3-methoxycyclobutyl)methyl)amino)cyclopentyl)oxy)-1-oxoisoindolin-2-yl)piperidine-2,6-dione C(C)N([C@@H]1[C@H](CCC1)OC=1C=C2CN(C(C2=CC1)=O)C1C(NC(CC1)=O)=O)CC1CC(C1)OC